P(OCCC=1SC=CC1)(OCCC=1SC=CC1)OCCC=1SC=CC1 tris(2-(thien-2-yl) ethyl) phosphite